CNCCN1N=CC(=C1)C=1C=NC2=CC=C(C=C2C1)C1=C(NC2=CC=CC=C12)C1=NC(=CC=C1)C N-methyl-2-[4-[6-[2-(6-methyl-2-pyridyl)-1H-indol-3-yl]-3-quinolyl]pyrazol-1-yl]ethanamine